(E)-4-allyl-1-((4,8-dimethylnon-3,7-dien-1-yl)oxy)-2-methoxybenzene C(C=C)C1=CC(=C(C=C1)OCC\C=C(\CCC=C(C)C)/C)OC